ortho-toluenesulfonamide CC=1C(=CC=CC1)S(=O)(=O)N